6-(benzyloxy)-3-bromo-2-(4-fluorophenyl)-benzothiophen-1-one C(C1=CC=CC=C1)OC1=CC2=C(C(=C(S2=O)C2=CC=C(C=C2)F)Br)C=C1